C[C@@H]1CCCCC2=CNN=C2C2=NN=C(C=3C(=CC(=C(O1)N3)C(F)(F)F)N)O2 (15R)-15-Methyl-18-(trifluoromethyl)-16,22-dioxa-3,4,7,8,21-pentazatetracyclo[15.3.1.12,5.06,10]docosa-1(21),2,4,6,9,17,19-heptaen-20-amine